N-(4-((3,5-bis(trifluoromethyl)benzyl)oxy)phenyl)-4-(4-methylphenethyl)piperazine-1-carboxamide FC(C=1C=C(COC2=CC=C(C=C2)NC(=O)N2CCN(CC2)CCC2=CC=C(C=C2)C)C=C(C1)C(F)(F)F)(F)F